CC=1N=CC2=CC=CC=C2C1NCCC1=CC=C(C=C1)[N+](=O)[O-] 3-methyl-N-(4-nitrophenylethyl)isoquinolin-4-amine